CN1N=NC(=C1NC(OC(C(F)(F)F)CCC1CC1)=O)C1=NC(=C(C=C1)NS(=O)(=O)C)C 4-cyclopropyl-1,1,1-trifluoro-butan-2-yl (1-methyl-4-(6-methyl-5-(methyl-sulfonamido)pyridin-2-yl)-1H-1,2,3-triazol-5-yl)carbamate